tert-butyl (3R,4R)-3-hydroxy-4-(((3-isopropyl-7-(((5-methylimidazo[1,2-a]pyridin-3-yl)methyl)amino)pyrazolo[1,5-a]pyrimidin-5-yl)amino)methyl)piperidine-1-carboxylate O[C@H]1CN(CC[C@@H]1CNC1=NC=2N(C(=C1)NCC1=CN=C3N1C(=CC=C3)C)N=CC2C(C)C)C(=O)OC(C)(C)C